FC1(CC(C1)C=N[S@@](=O)C(C)(C)C)F (S)-N-[(3,3-difluorocyclobutyl)methylene]-2-methyl-propane-2-sulfinamide